C1(=CC=C(C=C1)C=1OCC(N1)(C)C)C=1OCC(N1)(C)C p-phenylenebis(4,4'-dimethyl-2-oxazoline)